O[C@@]1(C(N(CC1)C)=O)C1=CC(=NO1)C1=NC(=CC=C1)C1=NC(=NC=C1)NC=1C=NN(C1)[C@H]1CN(CC1)C1COC1 (R)-3-hydroxy-1-methyl-3-(3-(6-(2-((1-((R)-1-(oxetan-3-yl)pyrrolidin-3-yl)-1H-pyrazol-4-yl)amino)pyrimidin-4-yl)pyridin-2-yl)isoxazol-5-yl)pyrrolidin-2-one